ClC1=CC=C(OCC(=O)N2CCN(CC2)CC2=NC3=CC=CC=C3C(N2C2=C(C=C(C(=C2)C(F)(F)F)C)OC(C)C)=O)C=C1 2-((4-(2-(4-chlorophenoxy)acetyl)piperazin-1-yl)methyl)-3-(2-isopropoxy-4-methyl-5-(trifluoromethyl)phenyl)quinazolin-4(3H)-one